3-methyl-2-(6-methylhept-2-yl)cyclopent-2-en-1-one CC1=C(C(CC1)=O)C(C)CCCC(C)C